C(C)(C)N1C2=C(CCC1=O)NC=C2 4-isopropyl-1,4,6,7-tetrahydro-5H-pyrrolo[3,2-b]pyridin-5-one